1,4-bis(4-aminophenyl)-piperazine NC1=CC=C(C=C1)N1CCN(CC1)C1=CC=C(C=C1)N